(S)-N-(3,4-dihydronaphthalen-1(2H)-ylidene)-2-methylpropane-2-sulfinamide C1(CCCC2=CC=CC=C12)=N[S@@](=O)C(C)(C)C